ClC=1C=NN(C1B1OC(C(O1)(C)C)(C)C)C 4-chloro-1-methyl-5-(4,4,5,5-tetramethyl-1,3,2-dioxaborolan-2-yl)-1H-pyrazole